(E)-2-(3-methyl-styryl)quinoline CC=1C=C(/C=C/C2=NC3=CC=CC=C3C=C2)C=CC1